OC12CC(C1)(C2)C(=O)OC methyl 3-hydroxybicyclo(1.1.1)pentane-1-carboxylate